5-phenyl-(1H-benzo[d]imidazol-2-yl)methanone C1(=CC=CC=C1)C1=CC2=C(NC(=N2)C=O)C=C1